1,6-dimethyl-norbornene CC12C=CC(CC1C)C2